(S)-3-(2-((S)-1-(3,4-difluorophenyl)-5-oxopyrrolidin-2-yl)-5-(3,5-dimethylisoxazol-4-yl)-1H-benzo[d]imidazol-1-yl)pyrrolidine-1-carboxylic acid tert-butyl ester C(C)(C)(C)OC(=O)N1C[C@H](CC1)N1C(=NC2=C1C=CC(=C2)C=2C(=NOC2C)C)[C@H]2N(C(CC2)=O)C2=CC(=C(C=C2)F)F